((7R)-7-Amino-2-azabicyclo[2.2.1]heptan-2-yl)(2-(1-(cyclopropylmethyl)-6-methyl-1H-indol-2-yl)-4-methoxy-3-methylbenzo[b]thiophen-6-yl)methanone N[C@H]1C2N(CC1CC2)C(=O)C=2C=C(C1=C(SC(=C1C)C=1N(C3=CC(=CC=C3C1)C)CC1CC1)C2)OC